ClC1=NC(=CC(=C1)S(=O)(=O)Cl)Cl 2,6-dichloropyridine-4-sulfonyl chloride